rac-(7S)-7-Methyl-N-[rac-(6S)-2,4-dimethyl-5-oxo-7,8-dihydro-6H-pyrazolo[1,5-a][1,3]diazepin-6-yl]-7-(2,2,2-trifluoroethyl)-5H-furo[3,4-d]pyrimidin-2-carboxamid C[C@]1(OCC2=C1N=C(N=C2)C(=O)N[C@@H]2C(N(C=1N(CC2)N=C(C1)C)C)=O)CC(F)(F)F |r|